C(C)S(=O)(=O)CS(=O)(=O)CC bisethyl-sulfonyl-methane